4-(CYCLOHEXYL)FURAN-2-BORONIC ACID C1(CCCCC1)C=1C=C(OC1)B(O)O